Methyl 6-phenylpyrazine-2-carboxylate C1(=CC=CC=C1)C1=CN=CC(=N1)C(=O)OC